N-(4-cyanobenzyl)-4-(3-methylbenzoyl)-1H-pyrrole-2-carboxamide C(#N)C1=CC=C(CNC(=O)C=2NC=C(C2)C(C2=CC(=CC=C2)C)=O)C=C1